OC[C@H]1O[C@@H]([C@@H]([C@H]([C@H]1O)N1N=NC(=C1)C1=CC(=C(C(=C1)F)F)F)O)CC1=NOC(=C1)C1CCNCC1 (2R,3R,4R,5R,6R)-2-(hydroxymethyl)-6-((5-(piperidin-4-yl)isoxazol-3-yl)methyl)-4-(4-(3,4,5-trifluorophenyl)-1H-1,2,3-triazol-1-yl)tetrahydro-2H-pyran-3,5-diol